4-bromo-5-chloropyridin-2-amine BrC1=CC(=NC=C1Cl)N